(R)-7-((S)-5-Chloro-6-fluoro-2-phenyl-2-((S)-pyrrolidin-2-yl)-2,3-dihydrobenzofuran-4-yl)-8-fluoroquinoline-6-carboxamide ClC=1C(=CC2=C(C[C@@](O2)([C@H]2NCCC2)C2=CC=CC=C2)C1C1=C(C=C2C=CC=NC2=C1F)C(=O)N)F